C(C)(C)(C)[Si](OCC(CN(CC1=CC=CC=C1)CC1=CC=CC=C1)O)(C)C 1-{[tert-Butyl-(dimethyl)silyl]oxy}-3-(dibenzylamino)propan-2-ol